tert-butyl (4R,7S)-2-((R)-4-(2,4-difluoro-6-(2-methoxyethoxy)phenyl)-3-fluoro-7-hydroxythieno[2,3-c]pyridin-5-yl)-4,7-dimethyl-6,7-dihydropyrazolo[1,5-a]pyrazine-5(4H)-carboxylate FC1=C(C(=CC(=C1)F)OCCOC)C1=C2C(=C(N=C1C1=NN3C([C@H](N(C[C@@H]3C)C(=O)OC(C)(C)C)C)=C1)O)SC=C2F